C(C1=CC=CC=C1)ON(C(CBr)=O)C N-(benzyloxy)-2-bromo-N-methylacetamide